Ethyl (3S)-3-(2-(5-(2-(azetidin-1-yl)ethyl)-2-oxo-4-(trifluoromethyl)pyridin-1(2H)-yl)-4-methylpentanamido)-3-(3',4-difluoro-2',4',5,6'-tetramethyl-[1,1'-biphenyl]-3-yl)propanoate N1(CCC1)CCC=1C(=CC(N(C1)C(C(=O)N[C@@H](CC(=O)OCC)C=1C=C(C=C(C1F)C)C1=C(C(=C(C=C1C)C)F)C)CC(C)C)=O)C(F)(F)F